C(C)S(=O)(=O)C1=CC=C(CC2=NC3=C(N2)C=C(C(=C3F)C3=C(C=CC=C3)C(F)(F)F)F)C=C1 2-(4-(ethylsulfonyl)benzyl)-4,6-difluoro-5-(2-(trifluoromethyl)phenyl)-1H-benzo[d]imidazole